(R)-4-(7-(4-fluorobenzoyl)-8-methyl-3-(3-methyl-1,2,4-thiadiazol-5-yl)-5,6,7,8-tetrahydroimidazo[1,5-a]pyrazin-1-yl)-3,6-dihydropyridin-1(2H)-carboxylic acid FC1=CC=C(C(=O)N2[C@@H](C=3N(CC2)C(=NC3C=3CCN(CC3)C(=O)O)C3=NC(=NS3)C)C)C=C1